Methyl 6-(3-bromophenyl)-6-(3-(2-fluoro-5-((6-fluoro-4-(2-hydroxyethyl)-1-tosyl-1H-indol-5-yl)oxy)phenyl)-1H-pyrazol-1-yl)-2,2-dimethylhexanoate BrC=1C=C(C=CC1)C(CCCC(C(=O)OC)(C)C)N1N=C(C=C1)C1=C(C=CC(=C1)OC=1C(=C2C=CN(C2=CC1F)S(=O)(=O)C1=CC=C(C)C=C1)CCO)F